N-((8-fluoro-1,2,3,5,6,7-hexahydro-s-indacen-4-yl)carbamoyl)-4-((((1-hydroxycyclobutyl)methyl)(methyl)amino)methyl)-5-methylfuran-2-sulfonamide FC=1C=2CCCC2C(=C2CCCC12)NC(=O)NS(=O)(=O)C=1OC(=C(C1)CN(C)CC1(CCC1)O)C